4-Vinyloxy-1-buten C(=C)OCCC=C